C1(CC1)[C@]1(C(NC(N1)=O)=O)CCC(=O)N1CC=2N(CC1)C1=C(N2)C=CC=C1 (S)-5-cyclopropyl-5-(3-(3,4-dihydrobenzo[4,5]imidazo[1,2-a]pyrazin-2(1H)-yl)-3-oxopropyl)imidazoline-2,4-dione